C(CCCCCCCCCCC)(=O)O.C(CCCCCCCCCCC)N laurylamine laurate